N,N-Dimethyl-4-[(trimethylsilyl)ethynyl]anilin CN(C1=CC=C(C=C1)C#C[Si](C)(C)C)C